[As](O)(O)O.[As](OC)(OC)(O)=O dimethyl arsenate (arsenite)